ClC=1C(=NC(=C(N1)C)C)NC1CCN(CC1)C 3-chloro-5,6-dimethyl-N-(1-methylpiperidin-4-yl)pyrazin-2-amine